ClC=1C=C(NC2(CCC3(N(C(C4=CC=CC=C34)=O)CCCOC3=CC=CC=C3)CC2)C(=O)O)C=CC1 (1s,4s)-4-(3-chloroanilino)-3'-oxo-2'-(3-phenoxypropyl)-2',3'-dihydrospiro[cyclohexane-1,1'-isoindole]-4-carboxylic acid